2-CYCLOPROPOXY-3-FORMYL-N-METHYLBENZAMIDE C1(CC1)OC1=C(C(=O)NC)C=CC=C1C=O